C(C1=CC=CC=C1)C1(CCN(CC1)CC1=CC=C(C=C1)NC(C)=O)C1=NC=CC=C1 N-(4-((4-benzyl-4-(pyridin-2-yl)piperidin-1-yl)methyl)phenyl)acetamide